C(=O)C1=CC=CC2=C1N=C(S2)NC(OC(C)(C)C)=O Tert-Butyl (4-formylbenzo[d]thiazol-2-yl)carbamate